C1(CC1)CNC1=NN2C(=NN=C2C=2OCCN(C12)C)C1=CC(=CC=C1)OC(F)(F)F N-(cyclopropylmethyl)-10-methyl-5-[3-(trifluoromethoxy)phenyl]-13-oxa-3,4,6,7,10-pentazatricyclo[7.4.0.02,6]trideca-1(9),2,4,7-tetraen-8-amine